CN1N=NC=C1C1=CC=C(C=C1)C1=CC=C(C=C1)C=1N=NNC1C(=O)O 4-(4'-(1-methyl-1H-1,2,3-triazol-5-yl)-[1,1'-biphenyl]-4-yl)-1H-1,2,3-triazole-5-carboxylic acid